FC(=CCCC(C(=O)O)N1N=CC=C1)F.CC(CC(=O)C(=O)[C@H](O)[C@@H](O)[C@H](O)[C@H](O)C(O)C1[C@H](O)C(CO)(O)CO1)C 1-(3-methylbutyryl)-6-apiosyl-glucose 4,4-difluorobut-3-en-1-yl-2-(1H-pyrazol-1-yl)acetate